2-{3-[(3s,5r)-3-cyclopropyl-5-methylpiperazin-1-yl]-1,2,4-triazin-6-yl}-5-(1H-pyrazol-4-yl)phenol C1(CC1)[C@H]1CN(C[C@H](N1)C)C=1N=NC(=CN1)C1=C(C=C(C=C1)C=1C=NNC1)O